diphenylmethylene(cyclopentadienyl)(fluoren-9-yl)zirconium dichloride [Cl-].[Cl-].C1(=CC=CC=C1)C(C1=CC=CC=C1)=[Zr+2](C1C2=CC=CC=C2C=2C=CC=CC12)C1C=CC=C1